O1COC2C(N=CC=C21)=O [1,3]dioxolo[4,5-c]pyridin-4(3aH)-one